methyl 2-[1-(4-fluorophenyl)-1H-pyrazol-4-yl]acetate FC1=CC=C(C=C1)N1N=CC(=C1)CC(=O)OC